methyl 6-chloro-5-cyclobutyl-pyridazine-3-carboxylate ClC1=C(C=C(N=N1)C(=O)OC)C1CCC1